Isothiazole-3-carbonitrile S1N=C(C=C1)C#N